3,6-dimethyl-2-morpholino-4-oxo-quinazoline-8-carbaldehyde CN1C(=NC2=C(C=C(C=C2C1=O)C)C=O)N1CCOCC1